N1CCC(CC1)NC1=C2N=CNC2=NC(=N1)N N6-(tetrahydro-2H-pyridine-4-yl)-9H-purine-2,6-diamine